FC1=C(C=CC(=C1)N1C(C2=C(N=C(N=C2)S(=O)(=O)C)C=C1)=O)NS(=O)(=O)CC1=CC=C(C=C1)F N-(2-fluoro-4-(2-(methylsulfonyl)-5-oxopyrido[4,3-d]pyrimidin-6(5H)-yl)phenyl)-1-(4-fluorophenyl)methanesulfonamide